tris-(2-hydroxyethyl)-methylammonium OCC[N+](C)(CCO)CCO